6-tert-butyl-10-methoxy-9-[2-(4-methoxycarbonylpiperidin-1-yl)pyrimidin-5-yl]-2-oxo-6,7-dihydro-2H-pyrido[2,1-a]isoquinoline-3-carboxylic acid C(C)(C)(C)C1N2C(C3=CC(=C(C=C3C1)C=1C=NC(=NC1)N1CCC(CC1)C(=O)OC)OC)=CC(C(=C2)C(=O)O)=O